1-(ethylamino)-2-propanol C(C)NCC(C)O